COC1=C(C=CC(=C1)OC)C1=NC2=CC=CC=C2C=N1 2-(2,4-dimethoxyphenyl)quinazoline